ClC1(CC1)[C@](CN1N=CN=C1)(CC[C@H]1C(C1)(Cl)Cl)O (2R)-2-(1-chlorocyclopropyl)-4-[(1R)-2,2-dichlorocyclopropyl]-1-(1H-1,2,4-triazol-1-yl)-butan-2-ol